4-(4-(2,3-dihydrobenzo[b][1,4]dioxin-6-yl)-1H-indol-1-yl)-2,6-dimethoxybenzaldehyde O1C2=C(OCC1)C=C(C=C2)C2=C1C=CN(C1=CC=C2)C2=CC(=C(C=O)C(=C2)OC)OC